2-(2-methyl-1,3-benzothiazol-6-yl)-7-(4-methyl-1,4-diazepan-1-yl)-4H-pyrido[1,2-a]pyrimidin-4-one CC=1SC2=C(N1)C=CC(=C2)C=2N=C1N(C(C2)=O)C=C(C=C1)N1CCN(CCC1)C